acryloxyheptyl phosphate P(=O)(OCCCCCCCOC(C=C)=O)([O-])[O-]